3H-[1,2,3]triazolo[4,5-b]pyridin-3-yl (1aR,6aR)-5-(2-((1-ethynyl-3,3-difluorocyclobutyl)amino)-2-oxoacetyl)-4-methyl-1,1a,6,6a-tetrahydrocyclopropa[b]pyrrolizine-3-carboxylate C(#C)C1(CC(C1)(F)F)NC(C(=O)C=1C(=C(N2[C@H]3[C@@H](CC12)C3)C(=O)ON3N=NC=1C3=NC=CC1)C)=O